CC=1C=C(C=C(C1)C)N(C([O-])=O)C 3,5-dimethylphenyl-N-methylcarbamate